alpha-bromonaphthalene BrC1=CC=CC2=CC=CC=C12